BrC1=CC=CC2=CC=CC(=C12)Br 1,8-Dibromo-naphthalin